3-ETHYL-1H-INDOLE-2-CARBALDEHYDE C(C)C1=C(NC2=CC=CC=C12)C=O